5-chloro-2'-methyl-6'-(1-methyltriazol-4-yl)spiro[indolin-3,4'-piperidin]-2-one ClC=1C=C2C(=CC1)NC(C21CC(NC(C1)C=1N=NN(C1)C)C)=O